4-(2,5-Diazabicyclo[2.2.2]octan-2-yl)-7-(8-ethyl-7-fluoro-3-hydroxynaphthalen-1-yl)-2-((tetrahydro-1H-pyrrolizin-7a(5H)-yl)methoxy)-6-(trifluoromethyl)pyrido[3,4-d]pyrimidin-8(7H)-one C12N(CC(NC1)CC2)C=2C1=C(N=C(N2)OCC23CCCN3CCC2)C(N(C(=C1)C(F)(F)F)C1=CC(=CC2=CC=C(C(=C12)CC)F)O)=O